C1=CC=CC=2C3=CC=CC=C3C(C12)COC(=O)N1[C@H]2CO[C@@](C1)(C2)C2=CC(=C(C=C2)Cl)Cl.NC2=CC=C(C=1CCCC(C21)=O)NC(C)=O N-(4-amino-5-oxo-5,6,7,8-tetrahydronaphthalen-1-yl)acetamide (9H-fluoren-9-yl)methyl-(1S,4R)-1-(3,4-dichlorophenyl)-2-oxa-5-azabicyclo[2.2.1]heptane-5-carboxylate